CN(C1=C(C=CC=C1)O)C 2-(dimethylamino)phenol